NC1=C2C(=NNC2=CC=C1)C(=O)NC1=CC=C(C=C1)N1CCOCC1 4-amino-N-(4-morpholinophenyl)-1H-indazole-3-carboxamide